isobutyl 6-but-3-enyl-4-(3-cyclopropyl-3-hydroxy-but-1-ynyl)-2-methyl-7-oxo-1H-pyrrolo[2,3-c]pyridine-3-carboxylate C(CC=C)N1C(C2=C(C(=C1)C#CC(C)(O)C1CC1)C(=C(N2)C)C(=O)OCC(C)C)=O